NCCCCNC(=O)C=1OC=C(C1)C#CCN N-(4-aminobutyl)-4-(3-aminoprop-1-yn-1-yl)furan-2-carboxamide